O1CCN(CC1)CC1NC2=C(C=C(C=C2C1)S(=O)(=O)N)[N+](=O)[O-] 2-(morpholinomethyl)-7-nitroindoline-5-sulfonamide